C(=O)(O)C=1C=C(OC2CN(C2)C=2C(=C(C(=O)O)C=CC2)N2C=CC=C2)C=CC1 3-(3-(3-carboxylphenoxy)azetidin-1-yl)-2-(1H-pyrrol-1-yl)benzoic acid